C(C1=CC=CC=C1)OC(=O)C1C(C1)COC(F)(F)F 2-((trifluoromethoxy)methyl)cyclopropanecarboxylic acid benzyl ester